FC=1C=C(OC2CN(C2)C(=O)OC(C)(C)C)C=CC1[N+](=O)[O-] tert-butyl 3-(3-fluoro-4-nitrophenoxy)-azetidine-1-carboxylate